BrC1=C(N=C(S1)C(F)(F)F)C(=O)OC methyl 5-bromo-2-(trifluoromethyl)thiazole-4-carboxylate